NC1=NC=CC(=C1F)CC=1C(=C(C(=C(C1)C(=O)N)NC1=C(C=C(C=C1)C1CC1)F)F)F 5-((2-amino-3-fluoropyridin-4-yl)methyl)-2-((4-cyclopropyl-2-fluorophenyl)amino)-3,4-difluorobenzeneFormamide